ClC=1C=C(C(=O)NC2CCC23CCN(CC3)CC(C)C)C=C(C1)Cl 3,5-dichloro-N-(7-isobutyl-7-azaspiro[3.5]non-1-yl)benzamide